NC1=NC(=CC(=N1)N1CCC2(C[C@H](NC2)C(=O)OC2CCOCC2)CC1)O[C@@H](C(F)(F)F)C1=C(C=C(C=C1)Cl)C1=CC=CC=C1 (S)-tetrahydro-2H-pyran-4-yl 8-(2-amino-6-((R)-1-(5-chloro-[1,1'-biphenyl]-2-yl)-2,2,2-trifluoroethoxy)pyrimidin-4-yl)-2,8-diazaspiro[4.5]decane-3-carboxylate